(R)-3-((R)-(((S or R)-2-(1-methyl-2-oxo-1,2-dihydropyridin-4-yl)propyl)amino)(phenyl)methyl)-1,2,3,4-tetrahydroquinoxaline-5-carbonitrile CN1C(C=C(C=C1)[C@@H](CN[C@@H]([C@H]1CNC=2C=CC=C(C2N1)C#N)C1=CC=CC=C1)C)=O |o1:7|